(2S,3R)-3-((2-aminopyridin-4-yl)methyl)-N2-(1-methyl-1H-pyrazol-3-yl)-N1-((R)-1-(2-fluorophenyl)propyl)-N2-methyl-4-oxoazetidine-1,2-dicarboxamide NC1=NC=CC(=C1)C[C@@H]1[C@H](N(C1=O)C(=O)N[C@H](CC)C1=C(C=CC=C1)F)C(=O)N(C)C1=NN(C=C1)C